bromophenylpteridin-4(3H)-one BrN1C(=NC2=NC=CN=C2C1=O)C1=CC=CC=C1